(+)-2-(2,5-difluorophenyl)-3-[1-(2-methylphenyl)-6-oxo-1,6-dihydropyridazin-3-yl]-4,5,6,7-tetrahydropyrazolo[1,5-a]pyrimidine-6-carbonitrile FC1=C(C=C(C=C1)F)C1=NN2C(NCC(C2)C#N)=C1C1=NN(C(C=C1)=O)C1=C(C=CC=C1)C